FC=1C=C2N=CC(=NC2=CC1F)N[C@@H](C)C=1C=C(C=CC1)NC(C1=CN=CC(=C1)C)=O (S)-N-(3-(1-((6,7-difluoroquinoxalin-2-yl)amino)ethyl)phenyl)-5-methylnicotinamide